N[C@@H]1CCCC12CCN(CC2)C=2C(=NC(=C(N2)C)SC2=C(C(=CC=C2)Cl)Cl)C(CO)O 1-(3-((R)-1-amino-8-azaspiro[4.5]dec-8-yl)-6-((2,3-dichlorophenyl)thio)-5-methylpyrazin-2-yl)ethane-1,2-diol